BrC=1C=C(C(C(=O)OC)=CC1OC[C@@H]1CC2(OCCO2)CCN1)C(=O)OC 1,2-dimethyl 4-bromo-5-[(7S)-1,4-dioxa-8-azaspiro[4.5]decan-7-ylmethoxy]phthalate